NCCCC[SiH2]C(OC)OC 4-Amino-butyl-dimethoxymethylsilan